1,1-dimethyl-2,3-dihydro-1H-indene CC1(CCC2=CC=CC=C12)C